C1(=CC=CC=C1)N(C=1C=C2OC3=C(CCCC3=CC2=CC1)C=CC=1[Se]C2=CC=CC=C2CC1)C1=CC=CC=C1 2-(2-(6-diphenylamino-2,3-dihydro-1H-xanthen-4-yl)vinyl)-4H-selenochromen